N-(4-Azepan-3-yl-phenyl)-4-methyl-3-(4-pyridin-3-yl-pyrimidin-2-ylamino)-benzamide N1CC(CCCC1)C1=CC=C(C=C1)NC(C1=CC(=C(C=C1)C)NC1=NC=CC(=N1)C=1C=NC=CC1)=O